NC\C=C(\CS(=O)(=O)C1=C(C(=O)NC2=CC=C(C=C2)S(N(C(C)C)C(C)C)(=O)=O)C=CC=C1)/F (Z)-2-((4-amino-2-fluorobut-2-en-1-yl)sulfonyl)-N-(4-(N,N-diisopropylsulfamoyl)phenyl)benzamide